6-(4-((1-(2-(4-(1,2-bis(4-hydroxyphenyl)but-1-en-1-yl)phenoxy)ethyl)piperidin-4-yl)methyl)piperazin-1-yl-2,2,3,3,5,5,6,6-d8)-2-(2,6-dioxopiperidin-3-yl)-4-fluoroisoindoline-1,3-dione OC1=CC=C(C=C1)C(=C(CC)C1=CC=C(C=C1)O)C1=CC=C(OCCN2CCC(CC2)CN2C(C(N(C(C2([2H])[2H])([2H])[2H])C2=CC(=C3C(N(C(C3=C2)=O)C2C(NC(CC2)=O)=O)=O)F)([2H])[2H])([2H])[2H])C=C1